(S)-1'-(8-iodoimidazo[1,2-c]pyrimidine-5-yl)-5,7-dihydrospiro[cyclopenta[b]pyrazine-6,4'-piperidine]-5-amine IC=1C=2N(C(=NC1)N1CCC3(CC1)[C@@H](C=1C(=NC=CN1)C3)N)C=CN2